(2-methylbenzyl)methylsulfonium CC1=C(C[SH+]C)C=CC=C1